[3'-fluoro-2'-(propan-2-yl)-6-({(1R,3R)-3-[(1,4,4-trimethyl-L-prolyl)amino]cyclopentyl}oxy)[1,1'-biphenyl]-3-yl]acetic acid FC=1C(=C(C=CC1)C1=CC(=CC=C1O[C@H]1C[C@@H](CC1)NC([C@H]1N(CC(C1)(C)C)C)=O)CC(=O)O)C(C)C